[4-(4-{5-[3-fluoro-5-(trifluoromethyl)phenyl]-7-[{[1-(methoxymethyl)cyclobutyl]methyl}(methyl)amino]-1H-imidazo[4,5-b]pyridin-2-yl}phenyl)piperidine-1-yl]acetic acid FC=1C=C(C=C(C1)C(F)(F)F)C1=CC(=C2C(=N1)N=C(N2)C2=CC=C(C=C2)C2CCN(CC2)CC(=O)O)N(C)CC2(CCC2)COC